octadecane-2,17-diol CC(CCCCCCCCCCCCCCC(C)O)O